NC1=NC(=CC(=N1)C1=NN(C=C1CC1=C(OCCN2C(CSCC2)CO)C=CC=C1)C(F)F)Cl [4-[2-[2-[[3-(2-amino-6-chloro-pyrimidin-4-yl)-1-(difluoromethyl)pyrazol-4-yl]methyl]phenoxy]ethyl]thiomorpholin-3-yl]methanol